C(C=C)(=O)N1C[C@@H](CC1)N1C=C(C2=C1C(NN=C2N)=O)C2=CC=C(CNC(C1=C(C=CC(=C1)F)OC)=O)C=C2 (R)-N-(4-(1-(1-acryloylpyrrolidin-3-yl)-4-amino-7-oxo-6,7-dihydro-1H-pyrrolo[2,3-d]pyridazin-3-yl)benzyl)-5-fluoro-2-methoxybenzamide